C(#C)C1(CCS(CC1)(=O)=O)O 4-ethynyl-4-hydroxy-tetrahydro-2H-thiopyran 1,1-dioxide